N[C@]1(CN(CCC1)C=1C=NC(=CC1CN1C2=NC=NC(=C2N=C1)N)C1=CC(=C(C=C1)F)F)C1=CC=CC(=N1)O (R)-6-(3-amino-1-(4-((6-amino-9H-purin-9-yl)methyl)-6-(3,4-difluorophenyl)pyridin-3-yl)piperidin-3-yl)pyridin-2-ol